4-(2-aminopropan-2-yl)-2-(6-(5,5-dimethyl-6,7-dihydro-5H-pyrrolo[2,1-c][1,2,4]triazol-3-yl)pyridin-2-yl)-6-(isopropyl(methyl)amino)-2,3-dihydro-1H-pyrrolo[3,4-c]pyridin-1-one NC(C)(C)C1=NC(=CC2=C1CN(C2=O)C2=NC(=CC=C2)C=2N1C(=NN2)CCC1(C)C)N(C)C(C)C